6-Methoxy-N-(3-Methoxy-5-(4-Methylthiophen-2-yl)phenyl)quinolin-4-amine COC=1C=C2C(=CC=NC2=CC1)NC1=CC(=CC(=C1)C=1SC=C(C1)C)OC